CC(C)CC(CCC)CC 2-methyl-4-ethylheptane